di-(1-octyl) phosphate P(=O)(OCCCCCCCC)(OCCCCCCCC)[O-]